1-benzyl acetate C(C)(=O)OCC1=CC=CC=C1